FC(C1=CC=C(C=C1)C(=O)C1=CNC2=CC=CC=C2C1C1=CC=CC=C1)(F)F (4-trifluoromethyl-phenyl)(4-phenyl-1,4-dihydro-quinolin-3-yl)methanone